COC1CCC(CC1)NC1=C(C(NC=C1)=O)C(=O)NC1=CC=C(C=C1)C1=CC=NC=C1 4-((4-Methoxycyclohexyl)amino)-2-oxo-N-(4-(pyridin-4-yl)phenyl)-1,2-dihydropyridine-3-carboxamide